1-(5-(1-(cyclopropylmethyl)-1H-pyrazol-4-yl)-1H-indol-3-yl)-3-(4-(trifluoromethyl)phenyl)urea C1(CC1)CN1N=CC(=C1)C=1C=C2C(=CNC2=CC1)NC(=O)NC1=CC=C(C=C1)C(F)(F)F